(R)-2-METHYLPENT-4-EN-1-OL C[C@@H](CO)CC=C